tert-butyl 4-[5-(6-chloro-4-{[(3S)-oxolan-3-yl]amino}pyridin-3-yl)-1,3,4-thiadiazol-2-yl]piperazine-1-carboxylate ClC1=CC(=C(C=N1)C1=NN=C(S1)N1CCN(CC1)C(=O)OC(C)(C)C)N[C@@H]1COCC1